CO[Si](CCCC(CC(N)(CCC[Si](OC)(OC)OC)CCC[Si](OC)(OC)OC)(N)CCC[Si](OC)(OC)OC)(OC)OC tetrakis(3-trimethoxysilylpropyl)-1,3-propanediamine